N4-(4-(3,3-dimethyl-5-(1-methyl-1H-pyrazol-4-yl)-2,3-dihydro-1H-pyrrolo[3,2-b]pyridin-1-yl)pyrimidin-2-yl)-N1-(2-(dimethylamino)ethyl)-5-methoxy-N1-methylbenzene-1,2,4-triamine CC1(CN(C=2C1=NC(=CC2)C=2C=NN(C2)C)C2=NC(=NC=C2)NC=2C=C(C(=CC2OC)N(C)CCN(C)C)N)C